C(CCCCC)(=O)OCC[N+](C)(C)C Choline Hexanoate